3-methyl-N-[(5-phenyl-1,3,4-thiadiazol-2-yl)methyl]isoxazole-5-carboxamide CC1=NOC(=C1)C(=O)NCC=1SC(=NN1)C1=CC=CC=C1